C(C)(C)(C)OC(=O)N[C@H](C(=O)N[C@@H](CC1=CC=C(C=C1)NS(O)(=O)=O)C=1SC=C(N1)CC)CC(C)C 4-{(S)-2-[(S)-2-(tert-Butoxycarbonylamino)-4-methylpentanamido]-2-(4-ethylthiazol-2-yl)ethyl}phenylsulfamic acid